(3-Amino-1-methyl-1H-pyrazol-4-ylmethyl)-[1-(2-fluoro-6-methyl-phenyl)-4-methyl-piperidin-4-yl]-amine NC1=NN(C=C1CNC1(CCN(CC1)C1=C(C=CC=C1C)F)C)C